N-[(1S)-1'-[5-bromo-3-(hydroxymethyl)-6-methyl-pyrazin-2-yl]spiro[indan-2,4'-piperidin]-1-yl]-2-methyl-propane-2-sulfinamide BrC=1N=C(C(=NC1C)N1CCC2(CC1)[C@@H](C1=CC=CC=C1C2)NS(=O)C(C)(C)C)CO